C(C)(C)OC(=O)C=1C2CCC(C1C(=O)OC(C)C)CC2C 7-methyl-bicyclo[2.2.2]oct-2-ene-2,3-dicarboxylic acid diisopropyl ester